BrC=1C=C2CC(OC(C2=CC1)=O)(C)C 6-Bromo-3,3-dimethylisochroman-1-one